O[C@@H]1C[C@H](N(C1)C([C@H](C(C)C)C1=CC(=NO1)OCC1(CCNCC1)C)=O)C(=O)N[C@@H](C)C1=CC=C(C=C1)C1=C(N=CS1)C (2S,4R)-4-hydroxy-1-[(2R)-3-methyl-2-[3-[(4-methyl-4-piperidyl)methoxy]isoxazol-5-yl]butanoyl]-N-[(1S)-1-[4-(4-methylthiazol-5-yl)phenyl]ethyl]pyrrolidine-2-carboxamide